CC1=CC(=NN1COC(CCC(=O)O)=O)C1=NN2C(N=C(C=C2N2CCOCC2)N2N=C(C=C2)C=2C=C(C=CC2)C)=C1 4-[[5-methyl-3-[7-morpholino-5-[3-(m-tolyl)pyrazol-1-yl]pyrazolo[1,5-a]pyrimidin-2-yl]pyrazol-1-yl]methoxy]-4-oxo-butanoic acid